fluoro-N-(2-fluoro-4-(4-ethylpiperazin-1-yl)phenyl)-4-(1-propyl-1H-pyrazol-4-yl)pyrimidin-2-amine FC=1C(=NC(=NC1)NC1=C(C=C(C=C1)N1CCN(CC1)CC)F)C=1C=NN(C1)CCC